[Pt+2].C[Si](C(C(=O)C1=CC=CC=C1)C(=O)C(C)C)(OC)OC.C[Si](C(C(=O)C1=CC=CC=C1)C(=O)C(C)C)(OC)OC bis[2-(methyldimethoxysilyl)1-phenyl-3-isopropyl-1,3-propanedione] platinum (II)